[2,6-bis(1-(2,6-dimethylphenylimino)pentyl)pyridine] iron [Fe].CC1=C(C(=CC=C1)C)N=C(CCCC)C1=NC(=CC=C1)C(CCCC)=NC1=C(C=CC=C1C)C